5-(ethoxymethyl)-8-hydroxyquinoline C(C)OCC1=C2C=CC=NC2=C(C=C1)O